C(#N)CC1=CC=CC(=N1)NC(=O)C=1C(=CC=2N(C1)C=C(N2)C2CC2)OC(C)C N-(6-(cyanomethyl)pyridin-2-yl)-2-cyclopropyl-7-isopropoxy-imidazo[1,2-a]pyridine-6-carboxamide